N-((5-ethynyl-3-methoxythiophen-2-yl)methyl)-2-(9-(pyridin-2-yl)-6-oxaspiro[4.5]decan-9-yl)ethanamine 4-methylbenzenesulfonate CC1=CC=C(C=C1)S(=O)(=O)O.C(#C)C1=CC(=C(S1)CNCCC1(CCOC2(CCCC2)C1)C1=NC=CC=C1)OC